6-(2,5-dihydrofuran-3-yl)-2-methyl-N-{(1R)-1-[3-(trifluoromethyl)phenyl]ethyl}pyrido[3,4-d]pyrimidin-4-amine O1CC(=CC1)C1=CC2=C(N=C(N=C2N[C@H](C)C2=CC(=CC=C2)C(F)(F)F)C)C=N1